N-(3-(hydroxymethyl)oxetan-3-yl)-5-((2-methoxypyridin-3-yl)methoxy)-2-methylbenzofuran-3-carboxamide OCC1(COC1)NC(=O)C1=C(OC2=C1C=C(C=C2)OCC=2C(=NC=CC2)OC)C